N1=C(C=CC=C1)C(C(=O)O)C 2-(pyridin-2-yl)propionic acid